FC(C[N-]CC(F)(F)F)(F)F.[Li+] lithium bis(trifluoroethyl)amide